2-ethyltridecanal C(C)C(C=O)CCCCCCCCCCC